N-(6-(4-isopropyl-4H-1,2,4-triazol-3-yl)pyridin-2-yl)-7-(1-methyl-1H-pyrazol-4-yl)-3,4-dihydroisoquinoline-2(1H)-carboxamide C(C)(C)N1C(=NN=C1)C1=CC=CC(=N1)NC(=O)N1CC2=CC(=CC=C2CC1)C=1C=NN(C1)C